C1(CCCCC1)S(=O)(=O)ON=CC(CC1=CCCC1)=O (cyclohexylsulfonyloxy-imino)-1-cyclopentenylacetone